C(C)(C)(C)OC(=O)N1CC(C(CC1)CC(=O)O)(F)F 2-(1-tert-butoxycarbonyl-3,3-difluoro-4-piperidyl)acetic acid